C1(CC1)N1N=CC(=C1)C1CN(CCO1)C1=CC=2C(=NC(=C(N2)C)C)C(=N1)C=1C=NC(=CC1)C(F)(F)F 2-(1-cyclopropyl-1H-pyrazol-4-yl)-4-(2,3-dimethyl-5-(6-(trifluoromethyl)pyridin-3-yl)pyrido[3,4-b]pyrazin-7-yl)morpholine